N[N+](=O)[O-].N[N+](=O)[O-].[K] potassium dinitramide